tris[4-(5-dicyanomethylenemethyl-2-thienyl)phenyl]amine C(#N)C(C#N)=CC1=CC=C(S1)C1=CC=C(C=C1)N(C1=CC=C(C=C1)C=1SC(=CC1)C=C(C#N)C#N)C1=CC=C(C=C1)C=1SC(=CC1)C=C(C#N)C#N